N,N-dibenzyl-6-bromopyridine-2-amine C(C1=CC=CC=C1)N(C1=NC(=CC=C1)Br)CC1=CC=CC=C1